n-undecyl methyl sulfoxide CS(=O)CCCCCCCCCCC